N[C@@H]1[C@@H](OCC12CCN(CC2)C2=NC=CC=C2)C 2-((3S,4S)-4-amino-3-methyl-2-oxa-8-azaspiro[4.5]decan-8-yl)pyridine